1-[4-(phenylthio)phenyl]-3-cyclopentylpropane-1,2-dione-2-(O-benzoyl oxime) C(C1=CC=CC=C1)(=O)ON=C(C(=O)C1=CC=C(C=C1)SC1=CC=CC=C1)CC1CCCC1